N1N=CC2=CC(=CC=C12)C#CC1=NC(=NC=C1)C1=NC(=NC=C1)NCCOC 4-((1H-Indazol-5-yl)ethynyl)-N-(2-methoxyethyl)-[2,4'-bipyrimidin]-2'-amine